F[C@@H]1[C@@H](CN(CC1)C1=NC2=C(N1CC1=NC=C(C=N1)F)C=C(C=C2)C(F)(F)F)N (3R,4S)-4-Fluoro-1-(1-((5-fluoropyrimidin-2-yl)methyl)-6-(trifluoromethyl)-1H-benzo[d]imidazol-2-yl)piperidin-3-amin